O1CCOC12CCN(CC2)C=2C=C(C=O)C=CC2 3-(1,4-dioxa-8-azaspiro[4.5]dec-8-yl)benzaldehyde